6-(4-chlorophenyl)-2-(3-fluorophenyl)-N-[(2S)-3-hydroxy-3-methylbut-2-yl]-3-oxo-2,3-dihydropyridazine-4-carboxamide ClC1=CC=C(C=C1)C=1C=C(C(N(N1)C1=CC(=CC=C1)F)=O)C(=O)N[C@@H](C)C(C)(C)O